FCCSC1=CC(=C(C=C1OC)CCN)OC 2-[4-(2-fluoroethylsulfanyl)-2,5-dimethoxyphenyl]ethanamine